2-([ETHYL(METHYL)AMINO]METHYL)-2-METHYLBUTANAL C(C)N(C)CC(C=O)(CC)C